2,3-dimethyl-2,3-bis-(p-methylphenyl)-butane CC(C)(C(C)(C1=CC=C(C=C1)C)C)C1=CC=C(C=C1)C